NC=1C(=NC(=C(C1)F)C1=C(C=CC=C1F)F)C(=O)NC=1C(=C2C(=NC1)C(CC2)O)N2C[C@H](C[C@H](C2)C)N 3-amino-N-{4-[(3S,5R)-3-amino-5-methylpiperidin-1-yl]-7-hydroxy-6,7-dihydro-5H-cyclopenta[b]pyridin-3-yl}-6-(2,6-difluorophenyl)-5-fluoropyridine-2-carboxamide